C1=CC(=C(C=C1C[C@@H](C(=O)[O-])N)O)O The molecule is a L-alpha-amino acid anion which is the conjugate base of L-dopa, obtained by deprotonation of the carboxy group: major species at pH 7.3. It has a role as a human metabolite. It is a conjugate base of a L-dopa.